(3R,5S)-3-((6-((S)-amino(4,4-difluorocyclohexyl)methyl)-3-(2-fluoropropan-2-yl)imidazo[1,2-b][1,2,4]triazin-2-yl)methyl)-5-(trifluoromethyl)piperidin-2-one N[C@H](C=1N=C2N(N=C(C(=N2)C(C)(C)F)C[C@@H]2C(NC[C@H](C2)C(F)(F)F)=O)C1)C1CCC(CC1)(F)F